acrylic acid-2-nitroethyl ester [N+](=O)([O-])CCOC(C=C)=O